CC=1C(=NC=C(C1)[N+](=O)[O-])N 3-methyl-2-amino-5-nitropyridine